N1=CC=CC2=CC(=CC=C12)NC(NN(N)C(C1=CC=CC=C1)=O)=O [3-(quinolin-6-yl)ureido]benzoyl-hydrazine